5-[(2-tert-butoxy-2-oxoethyl)amino]-4-fluoro-2,3-dihydro-1H-indole-1-carboxylic acid tert-butyl ester C(C)(C)(C)OC(=O)N1CCC2=C(C(=CC=C12)NCC(=O)OC(C)(C)C)F